C(CCC)OCCOC(C=C)=O 2-Butoxy-ethylacrylat